COC(=O)[C@@H]1O[C@@H]1COC1=C(C=CC(=C1)Br)NC(=O)OCC1=CC=CC=C1 (2R,3R)-3-((2-(((benzyloxy)carbonyl)amino)-5-bromophenoxy)methyl)oxirane-2-carboxylic acid methyl ester